ethanol Ethyl-acetate C(C)CC(=O)OCC